C(C1=CC=CC=C1)SSC1=NC=C(C=C1)[N+](=O)[O-] 2-(benzyldisulfanyl)-5-nitropyridine